5-((6-Aminohexyl)amino)-2-(2,6-dioxopiperidin-3-yl)isoindoline-1,3-dione TFA salt OC(=O)C(F)(F)F.NCCCCCCNC=1C=C2C(N(C(C2=CC1)=O)C1C(NC(CC1)=O)=O)=O